C(C=1C=CC(=NC1)C1=CC=CC2=C1OC1=C2C=CC(=C1)C1=CC=CC=C1)([2H])([2H])[2H] 5-(methyl-d3)-2-(7-phenyldibenzo[b,d]furan-4-yl)pyridine